3-(5-((4-oxo-3-phenethyl-2-thioxothiazolidin-5-ylidene)methyl)furan-2-yl)benzoic acid O=C1N(C(SC1=CC1=CC=C(O1)C=1C=C(C(=O)O)C=CC1)=S)CCC1=CC=CC=C1